(4-amino-2-morpholin-4-ylphenyl)-(1,1-dioxo-1,4-thiazinan-4-yl)methanone NC1=CC(=C(C=C1)C(=O)N1CCS(CC1)(=O)=O)N1CCOCC1